C(C)OC=1C=C(C=CC1)NCC(CC1=NNC(O1)=O)O 5-[3-(3-ethoxyphenylamino)-2-hydroxypropyl]-1,3,4-oxadiazol-2(3H)-one